O[C@@H](C(=O)NCC1=CC(=NC=C1)OCC(F)(F)F)CCC(C)(C)C |r| (±)-2-Hydroxy-5,5-dimethyl-N-((2-(2,2,2-trifluoroethoxy)pyridin-4-yl)methyl)hexanamide